2-(5'-tert.butyl-2'-hydroxyphenyl)-benzotriazole C(C)(C)(C)C=1C=CC(=C(C1)N1N=C2C(=N1)C=CC=C2)O